2-amino-1-(2-(3,4-difluorophenyl)-3-((4-fluorophenyl)amino)-8,8-dimethyl-5,6-dihydroimidazo[1,2-a]pyrazin-7(8H)-yl)ethan-1-one NCC(=O)N1C(C=2N(CC1)C(=C(N2)C2=CC(=C(C=C2)F)F)NC2=CC=C(C=C2)F)(C)C